2-(2,4-Dichlorophenyl)-4-phenyl-5-methylimidazole ClC1=C(C=CC(=C1)Cl)C=1NC(=C(N1)C1=CC=CC=C1)C